Methyl-2'-[(5-methylpyridin-2-yl)methyl]-2',5'-dihydrospiro[cyclobutane-1,4'-furo[2,3-g]indazole]-7'-carboxylic acid ethyl ester C(C)OC(=O)C1=CC2=C(CC3(C4=C(N(N=C24)CC2=NC=C(C=C2)C)C)CCC3)O1